5-(4-methoxybenzyl)-6a-methylhexahydro-1H-pyrrolo[3,4-c]isoxazole COC1=CC=C(CN2CC3(NOCC3C2)C)C=C1